N-(3,3-Difluorocyclobutyl)-5-(imidazo[1,2-a]pyrimidin-6-yl)pyrrolo[2,1-f][1,2,4]triazin-2-amine FC1(CC(C1)NC1=NN2C(C=N1)=C(C=C2)C=2C=NC=1N(C2)C=CN1)F